(4R)-4-[(2-Azaethyl)carbamoyl]-4-{[(9H-fluoren-9-ylmethoxy)carbonyl]amino}butanoic acid C(N)NC(=O)[C@@H](CCC(=O)O)NC(=O)OCC1C2=CC=CC=C2C=2C=CC=CC12